C(=O)(O)CN(C1=CC(=NC(=C1)C1=CC=C(C=C1)OC1=CC=C(C=C1)F)C(=O)O)C1=CC=CC=C1 4-((carboxymethyl)(phenyl)amino)-6-(4-(4-fluorophenoxy)phenyl)picolinic acid